magnesium dimethylphosphinate CP([O-])(=O)C.[Mg+2].CP([O-])(=O)C